BrOCBr bromomethyl hypobromite